(S)-6,7-Dimethoxy-N-(1-(Pent-4-en-1-yl)Piperidin-3-yl)-2-(Pyrrolidin-1-yl)Quinazolin-4-Amine, Trifluoroacetic Acid Salt FC(C(=O)O)(F)F.COC=1C=C2C(=NC(=NC2=CC1OC)N1CCCC1)N[C@@H]1CN(CCC1)CCCC=C